C(C)(C)(C)C=1C=C(C=C(C1O)C(C)(C)C)CCC(=O)OCCSCCOC(CCC1=CC(=C(C(=C1)C(C)(C)C)O)C(C)(C)C)=O thiodiethylene bis[3-(3,5-di-tert-butyl-4-hydroxyl phenyl) propionate]